(10-(9,9-dimethyl-9H-fluoren-3-yl)anthracen-9-yl)boronic acid CC1(C2=CC=CC=C2C=2C=C(C=CC12)C1=C2C=CC=CC2=C(C2=CC=CC=C12)B(O)O)C